(2S,3S)-3-((2-(2-chloro-5H-pyrrolo[2,3-b]pyrazin-7-yl)-7-isopropyl-7H-pyrrolo[2,3-d]pyrimidin-4-yl)amino)bicyclo[2.2.2]octane-2-carboxylic acid ClC=1N=C2C(=NC1)NC=C2C=2N=C(C1=C(N2)N(C=C1)C(C)C)N[C@@H]1[C@H](C2CCC1CC2)C(=O)O